C1=CC=CC=2C3=CC=CC=C3N(C12)C=1C=C(C=C(C1)N1C2=CC=CC=C2C=2C=CC=CC12)C1=NC=NC=C1 4-[3,5-bis(9H-carbazol-9-yl)phenyl]pyrimidine